7-(2-(tosyloxy)ethyl)-3,4-dihydro-1,8-naphthyridine-1(2H)-carboxylic acid tert-butyl ester C(C)(C)(C)OC(=O)N1CCCC2=CC=C(N=C12)CCOS(=O)(=O)C1=CC=C(C)C=C1